ClC=1C(=C(C#N)C=C(C1)C=1OC(=NN1)OCC1=NC(=NC=C1)S(=O)(=O)C)OCCCl 3-chloro-2-(2-chloroethoxy)-5-(5-((2-(methylsulfonyl)pyrimidin-4-yl)methoxy)-1,3,4-oxadiazol-2-yl)benzonitrile